C1(=CC=CC=C1)C=1C=C(C=2N(C1)N=C(N2)C=2C=C(C=CC2)C2=CC(=CC=C2)B2OC(C(O2)(C)C)(C)C)C2=CC=CC=C2 6,8-diphenyl-2-(3'-(4,4,5,5-tetramethyl-1,3,2-dioxaborolan-2-yl)-[1,1'-biphenyl]-3-yl)-[1,2,4]triazolo[1,5-a]pyridine